Methyl 4-chloro-3-formyl-2-hydroxybenzoate ClC1=C(C(=C(C(=O)OC)C=C1)O)C=O